4-(2,6-dichloro-4-(2,4-difluorophenyl)pyridin-3-yl)-2-oxobutanoic acid ethyl ester C(C)OC(C(CCC=1C(=NC(=CC1C1=C(C=C(C=C1)F)F)Cl)Cl)=O)=O